ClC=1OC2=C(N1)C=CC(=C2)[N+](=O)[O-] 2-chloro-6-nitrobenzo[d]oxazole